NC=1C=C(C(=O)NCCN(C)C)C=C(C1)C(F)(F)F 3-amino-N-2-(dimethylamino)ethyl-5-(trifluoromethyl)benzamide